6-(3-isopropyl-4-methyl-5-(piperazin-1-yl)-1H-pyrrolo[2,3-c]pyridin-2-yl)-7,8-dimethyl-[1,2,4]triazolo[1,5-a]pyridine C(C)(C)C1=C(NC2=CN=C(C(=C21)C)N2CCNCC2)C=2C(=C(C=1N(C2)N=CN1)C)C